BrC1=NC=2C(=NC(=CC2)[2H])N1CC1=CC2=C(O[C@H]([C@@H](O2)C)C=2C=NC(=CC2)OC)C(=C1)OC 2-bromo-3-(((trans)-8-methoxy-2-(6-methoxypyridin-3-yl)-3-methyl-2,3-dihydrobenzo[b][1,4]dioxin-6-yl)methyl)-3H-imidazo[4,5-b]pyridine-5-d